COC=1C=NC=C(C1C1=CC(=NN1)NC=1N=CC(=NC1)C#N)OCC1CNCCO1 5-[(5-{3-Methoxy-5-[(morpholine-2-yl)methoxy]pyridin-4-yl}-1H-pyrazole-3-yl)amino]pyrazine-2-carbonitrile